[C@H]1(CC[C@]12OCCCC2)N2N=CC(=C2)C=2C(=C(C=CC2)NC2=CC(=NC=C2C(=O)N)NC(=O)C2CC2)OC 4-((3-(1-((1R,4S)-5-oxaspiro[3.5]nonan-1-yl)-1H-pyrazol-4-yl)-2-methoxyphenyl)amino)-6-(cyclopropanecarboxamido)nicotinamide